1-ethynyl-1-cyclohexanol C(#C)C1(CCCCC1)O